(4-(1,1-difluoroethyl)phenyl)acetic acid FC(C)(F)C1=CC=C(C=C1)CC(=O)O